CC=1SC(=C(N1)C1=CC=CC=C1)OC1=CC(=NC=C1)NC1=CC=NC=C1 4-((2-Methyl-4-phenylthiazol-5-yl)oxy)-N-(pyridin-4-yl)pyridin-2-amine